CN1N=C(C=C1C(F)(F)F)C1=NC(=NO1)C1(CC1)C1=C(C=CC=C1)C 5-(1-methyl-5-(trifluoromethyl)-1H-pyrazol-3-yl)-3-(1-(o-tolyl)cyclopropyl)-1,2,4-oxadiazole